CC1(OC=2C=C(C=C(C2C2C1C=CC(=C2)C)O)CCCCC)C 6,6,9-Trimethyl-3-pentyl-6a,10a-dihydrobenzo[c]chromen-1-ol